COC1=NC=C(C=C1C(=O)NCCCC(=O)OC(C)(C)C)C1=CC=C2C(=NNC2=C1)C(NC)=O tert-butyl 4-({2-methoxy-5-[3-(methylcarbamoyl)-1H-indazol-6-yl]pyridin-3-yl}formamido)-butanoate